CS(=O)(=O)NC(=O)C1=CC=2N(C=C1C1=CC=C(C=C1)OC(F)(F)F)C(=CN2)C2=CC=C(C=C2)OC(F)(F)F N-(methylsulfonyl)-3,6-bis(4-(trifluoromethoxy)phenyl)imidazo[1,2-a]pyridine-7-carboxamide